1,1,1,3,3,3-Hexafluoropropan-2-yl 1-[(pyridazin-3-yl)carbamoyl]-6-azaspiro[2.5]octane-6-carboxylate N1=NC(=CC=C1)NC(=O)C1CC12CCN(CC2)C(=O)OC(C(F)(F)F)C(F)(F)F